8-((4-(cyclopropanecarbonyl)piperazin-1-yl)methyl)-5,7-dihydroxy-2-(4-hydroxyphenyl)-4H-benzopyran-4-one C1(CC1)C(=O)N1CCN(CC1)CC1=C(C=C(C=2C(C=C(OC21)C2=CC=C(C=C2)O)=O)O)O